1-propane-sulfonate hydrate O.C(CC)S(=O)(=O)O